(R)-4-(4-((1-(3-(2,2-difluoroethyl)-2-fluorophenyl)ethyl)amino)-7-methoxy-2-methylpyrido[2,3-d]pyrimidin-6-yl)tetrahydro-2H-thiopyran 1,1-dioxide FC(CC=1C(=C(C=CC1)[C@@H](C)NC=1C2=C(N=C(N1)C)N=C(C(=C2)C2CCS(CC2)(=O)=O)OC)F)F